N-Oleyl-Glycine C(CCCCCCC\C=C/CCCCCCCC)NCC(=O)O